6-(levulinoyloxymethyl)-3-methoxy-4-nitrobenzoate C(CCC(=O)C)(=O)OCC1=CC(=C(C=C1C(=O)[O-])OC)[N+](=O)[O-]